FC1=CC=C(C=C1)[C@@H]([C@H]1CNC2=C(O1)N=CC(=C2)C=2C=NN(C2)C)NCCC2=CC=C(C#N)C=C2 4-(2-(((S)-(4-fluorophenyl)((R)-7-(1-methyl-1H-pyrazol-4-yl)-2,3-dihydro-1H-pyrido[2,3-b][1,4]oxazin-3-yl)methyl)amino)ethyl)benzonitrile